1,2-bis(dicyclopentylphosphino)ethane C1(CCCC1)P(CCP(C1CCCC1)C1CCCC1)C1CCCC1